BrC=1C(=NC(=NC1)N)N1CCCC2=CC=CC=C12 5-bromo-4-(3,4-dihydroquinolin-1(2H)-yl)pyrimidin-2-amine